4-Ethynylpyrimidine C(#C)C1=NC=NC=C1